sodium aspartate salt N[C@@H](CC(=O)[O-])C(=O)[O-].[Na+].[Na+]